(2R,3R)-N-(2-amino-4-((4-(trifluoromethyl)benzyl)amino)phenyl)-2,3-difluorooctanamide NC1=C(C=CC(=C1)NCC1=CC=C(C=C1)C(F)(F)F)NC([C@H]([C@@H](CCCCC)F)F)=O